OC1=C(C(N(C=C1)C)=O)NC(N[C@@H](CC(=O)O)C1=CC(=CC=C1)C=1N=NC(=CC1)OC)=O (S)-3-(3-(4-hydroxy-1-methyl-2-oxo-1,2-dihydropyridin-3-yl)ureido)-3-(3-(6-methoxypyridazin-3-yl)phenyl)propanoic acid